N-((6-chloro-3,4-dihydro-2H-benzo[b][1,4]oxazin-2-yl)methyl)-1-(2-(4-chloro-3-fluorophenoxy)acetamido)piperidine-4-carboxamide ClC1=CC2=C(OC(CN2)CNC(=O)C2CCN(CC2)NC(COC2=CC(=C(C=C2)Cl)F)=O)C=C1